(R)-3-ethyl-5-((6-(2-hydroxy-6-methyl-4-(trifluoromethyl)phenyl)-2H-pyrazolo[3,4-b]pyrazin-2-yl)methyl)oxazolidin-2-one C(C)N1C(O[C@H](C1)CN1N=C2N=C(C=NC2=C1)C1=C(C=C(C=C1C)C(F)(F)F)O)=O